N=1N=C(N2CCOCCC21)CNC(OC(C)(C)C)=O tert-Butyl (5,6,8,9-tetrahydro-[1,2,4]triazolo[4,3-d][1,4]oxazepin-3-yl)methylcarbamate